2-[2-(2-Triisopropylsilyloxyethoxy)ethoxy]ethyl 4-methyl-benzenesulfonate CC1=CC=C(C=C1)S(=O)(=O)OCCOCCOCCO[Si](C(C)C)(C(C)C)C(C)C